C(C)C=1C=CC=C2C=CC=C(C12)N1CC=2N=C(N=C(C2CC1)NC[C@H]1CCC(N1)=O)OCC12CCCN2CCC1 (R)-5-(((7-(8-ethylnaphthalen-1-yl)-2-((tetrahydro-1H-pyrrolizin-7a(5H)-yl)methoxy)-5,6,7,8-tetrahydropyrido[3,4-d]pyrimidin-4-yl)amino)methyl)pyrrolidin-2-one